(9R,13S)-13-amino-3-(2H3)methyl-9-methyl-3,4,7,15-tetraazatricyclo[12.3.1.02,6]octadeca-1(18),2(6),4,14,16-pentaen-8-one N[C@H]1CCC[C@H](C(NC=2C=NN(C2C=2C=CN=C1C2)C([2H])([2H])[2H])=O)C